N-[4-[(6,7-dimethoxy-1,5-naphthyridin-4-yl)oxy]-3-fluorophenyl]-5-(4-fluorophenyl)-4-hydroxy-2-(2-methoxyethyl)-6-methylpyridine-3-carboxamide COC=1N=C2C(=CC=NC2=CC1OC)OC1=C(C=C(C=C1)NC(=O)C=1C(=NC(=C(C1O)C1=CC=C(C=C1)F)C)CCOC)F